N1-(3-((3-(3,5-dimethylisoxazol-4-yl)-5-hydroxybenzyl)amino)bicyclo[1.1.1]Pentane-1-yl)-N5-(4-(((2S,4R)-2-methyl-1-propionyl-1,2,3,4-tetrahydroquinolin-4-yl)amino)phenyl)glutaramide CC1=NOC(=C1C=1C=C(CNC23CC(C2)(C3)NC(CCCC(=O)NC3=CC=C(C=C3)N[C@@H]3C[C@@H](N(C2=CC=CC=C32)C(CC)=O)C)=O)C=C(C1)O)C